methyl 3-{4-[cis-3-hydroxycyclobutyl]-1H-pyrazol-1-yl}bicyclo[1.1.1]pentane-1-carboxylate O[C@H]1C[C@H](C1)C=1C=NN(C1)C12CC(C1)(C2)C(=O)OC